CC1(N(CCC(C1)=O)C)C trimethyl-4-piperidone